C(C)(C)(C)OC(=O)C1=C(C=CC=C1)C1C2C=CC(C1)C2=O 5-(tert-butoxycarbonylphenyl)-7-oxo-bicyclo[2.2.1]Hept-2-ene